4-((2-(trimethylsilyl)ethoxy)methyl)-1,2,4-triazine-3,5(2h,4h)-dione C[Si](CCOCN1C(NN=CC1=O)=O)(C)C